C(C(O)CO)C1=CC=CC=C1 Glycerylbenzene